C(C)C1=C(C=CC(=C1)O)N=C(N)C1=C(C=2N(N=C1)C=C(C2)C=2C=NC(=CC2C)OC)N[C@@H]2C[C@H](C2)NC(OC(C)(C)C)=O tert-butyl N-[trans-3-[[3-[N'-(2-ethyl-4-hydroxy-phenyl)carbamimidoyl]-6-(6-methoxy-4-methyl-3-pyridyl)pyrrolo[1,2-b]pyridazin-4-yl]amino]cyclobutyl]carbamate